ClC=1C(=CC2=C(C=3N([C@@H](CO2)C(C)C)C=C(C(C3)=O)C(=O)O)C1)N(C)CCOC (R)-2-chloro-7-isopropyl-3-((2-methoxyethyl)(methyl)amino)-11-oxo-6,7-dihydro-11H-benzo[f]pyrido[1,2-d][1,4]oxazepine-10-carboxylic acid